ClC=1C(=NC=C(C1)Cl)N1CCC(CC1)C(=O)NCC1=C(C(=C(C=C1)C(F)(F)F)C=1NC(C=C(N1)C(F)F)=O)F 1-(3,5-dichloropyridin-2-yl)-N-{3-[4-(difluoromethyl)-6-oxo-1,6-dihydropyrimidin-2-yl]-2-fluoro-4-(trifluoromethyl)benzyl}piperidine-4-carboxamide